OC=1C=C(C=CC1O)/C=C/C(=O)NCCC1=CC=C(C=C1)OCC1COC1 (E)-3-(3,4-dihydroxyphenyl)-N-(4-(oxetan-3-ylmethoxy)phenethyl)acrylamide